sodium 2-cyanoethenolate C(#N)C=C[O-].[Na+]